ClC1=CC(=C(C=C1Cl)C(NS(=O)C(C)(C)C)[C@@H]1CNCC1)OCC=C N-[[4,5-dichloro-2-(prop-2-en-1-yloxy)phenyl]((3S)-pyrrolidin-3-yl)methyl]-2-methylpropane-2-sulfinamide